C[C@H]1CN(C[C@H](O1)C)S(=O)(=O)C1=COC(=C1)C1=C(C(=C(C(=C1)F)F)OC)F (2S,6R)-2,6-dimethyl-4-((5-(2,4,5-trifluoro-3-methoxyphenyl)furan-3-yl)sulfonyl)morpholine